1,3,4-oxadiazole-3(2H)-carboxamide O1CN(N=C1)C(=O)N